C(C)(C)(C)C1=CC(=NC=C1)N1C2=CC=CC=C2C=2C(=CC(=CC12)O)C#N 9-(4-(tert-butyl)pyridin-2-yl)-4-(cyano)-9H-carbazol-2-ol